3-(2-cyclopropyl-4-(trifluoromethyl)phenyl)-7-fluoro-1,3,4,5-tetrahydro-2H-benzo[b]azepin-2-one C1(CC1)C1=C(C=CC(=C1)C(F)(F)F)C1CCC2=C(NC1=O)C=CC(=C2)F